(S*)-N-(2-Bromo-3-fluoropyridin-4-yl)-8-(cyanomethyl)-11,11-difluoro-8-hydroxy-3,4,8,9,10,11-hexahydro-1H-pyrido[4',3':3,4]pyrazolo[1,5-a]azepine-2(7H)-carboxamide BrC1=NC=CC(=C1F)NC(=O)N1CC=2C(=NN3C2C(CC[C@](C3)(O)CC#N)(F)F)CC1 |o1:21|